3-Bromo-4,6-dichloro-2-(trifluoromethyl)pyridine BrC=1C(=NC(=CC1Cl)Cl)C(F)(F)F